N-(4-Benzyltetrahydro-2H-pyran-4-yl)-3-iodo-1-methyl-1H-pyrazolo[3,4-d]pyrimidin-6-amine C(C1=CC=CC=C1)C1(CCOCC1)NC1=NC=C2C(=N1)N(N=C2I)C